4-(6-isopropyl-5-(1-methyl-1H-pyrrolo[2,3-b]pyridin-3-yl)cyclohexyl)oxetan-3-amine C(C)(C)C1C(CCCC1C1C(CO1)N)C1=CN(C2=NC=CC=C21)C